FC1CCN(CC1)C1=NC(=CC(=N1)C(=O)OC)C methyl 2-(4-fluoropiperidin-1-yl)-6-methylpyrimidine-4-carboxylate